ClP1O[C@@]([C@H]2N1CCC2)(C2=CC=CC=C2)C (3R,3aS)-1-Chloro-3-methyl-3-phenyltetrahydro-1H,3H-pyrrolo[1,2-c][1,3,2]oxazaphosphole